FC(C=1C(=NC=C(C1)C(F)(F)F)NC[C@@H]1[C@@H](O[C@@H](CN1C(=O)C1=NC(=CC=C1C1=NC=CC=N1)C)C)C)(F)F ((2S,3R,6R)-3-(((3,5-Bis(trifluoromethyl)pyridin-2-yl)amino)methyl)-2,6-dimethylmorpholino)(6-methyl-3-(pyrimidin-2-yl)pyridin-2-yl)methanone